5-(Benzo[d]thiazol-6-yl)-1-(6-methylpyridin-2-yl)-1H-pyrazol S1C=NC2=C1C=C(C=C2)C2=CC=NN2C2=NC(=CC=C2)C